1-(5-tert-butyl-2H-pyrazol-3-yl)-3-[4-(5-{5-[2-(2,6-dioxo-piperidin-3-yl)-1,3-dioxo-2,3-dihydro-1H-isoindol-4-ylamino]-pentoxy}-benzimidazol-1-yl)-phenyl]-urea C(C)(C)(C)C=1C=C(NN1)NC(=O)NC1=CC=C(C=C1)N1C=NC2=C1C=CC(=C2)OCCCCCNC2=C1C(N(C(C1=CC=C2)=O)C2C(NC(CC2)=O)=O)=O